3-methoxy-8-((5-methoxy-6-((5-methoxypyridin-2-yl)methoxy)pyridin-3-yl)methyl)-1,5-naphthyridine COC=1C=NC2=C(C=CN=C2C1)CC=1C=NC(=C(C1)OC)OCC1=NC=C(C=C1)OC